((4-((3-(1-(2-(tert-Butoxy)-2-oxoethyl)-1H-1,2,4-triazol-3-yl)-2-methoxyphenyl)amino)-6-(cyclopropanecarboxamido)pyridazine-3-carbonyl)oxy)zinc C(C)(C)(C)OC(CN1N=C(N=C1)C=1C(=C(C=CC1)NC1=C(N=NC(=C1)NC(=O)C1CC1)C(=O)O[Zn])OC)=O